6-tert-butylquinoline-3-aldoxime C(C)(C)(C)C=1C=C2C=C(C=NC2=CC1)C=NO